C1(CC1)C1=NC2=CC=C(C=C2C=C1)C1=CN=C(O1)[C@H](CCCCCC(CC)=O)NC(=O)C1=NOC2(C1)CCN(CC2)C (S)-N-(1-(5-(2-cyclopropylquinolin-6-yl)oxazol-2-yl)-7-oxononyl)-8-methyl-1-oxa-2,8-diazaspiro[4.5]dec-2-ene-3-carboxamide